[(4S,5S,6R)-5,6-difluoro-1-(3-oxocyclohexyl)-3-(trifluoromethyl)-5,6-dihydro-4H-cyclopenta[c]pyrazol-4-yl] benzoate C(C1=CC=CC=C1)(=O)O[C@@H]1[C@@H]([C@@H](C=2N(N=C(C21)C(F)(F)F)C2CC(CCC2)=O)F)F